C1(=CC=CC=C1)N(C(=O)OC(CC=C)C1=CN=C2N1C=C(C=C2)Br)C2CN(CC2)C(C)C 1-(6-Bromoimidazo[1,2-a]pyridin-3-yl)but-3-en-1-ol phenyl-(1-isopropylpyrrolidin-3-yl)carbamate